OC1=CC=CC=2C(C3=C(C(=NO3)CC3=CC(=C(C(=C3)OC)OC)OC)C(C12)=O)=O 5-hydroxy-3-(3,4,5-trimethoxybenzyl)-naphtho[2,3-d]isoxazole-4,9-dione